3-(furan-3-yl)-3a,7-dimethyl-3,3a,4,5-tetrahydroisobenzofuran-1,6-dione O1C=C(C=C1)C1OC(C2=C(C(CCC12C)=O)C)=O